[14C]-agmatine N[14C](NCCCCN)=N